1-(4-(3-fluoro-5-(trifluoromethyl)benzyl)pyridin-2-yl)-5-methyl-1,5,6,7-tetrahydro-4H-pyrazolo[4,3-c]pyridin-4-one FC=1C=C(CC2=CC(=NC=C2)N2N=CC=3C(N(CCC32)C)=O)C=C(C1)C(F)(F)F